(R)-N-(5-chloro-6-((S)-2,2-difluoro-1-hydroxyethyl)pyridin-3-yl)-2'-fluoro-6',7'-dihydrospiro[cyclobutane-1,8'-cyclopenta[e]pyrazolo[1,5-a]pyrimidine]-6'-carboxamide ClC=1C=C(C=NC1[C@@H](C(F)F)O)NC(=O)[C@@H]1CC2(C3=C1C=NC=1N3N=C(C1)F)CCC2